1-(4-(3-((2-(trifluoromethyl)pyrimidin-5-yl)amino)pyrazin-2-yl)piperazin-1-yl)prop-2-en-1-one FC(C1=NC=C(C=N1)NC=1C(=NC=CN1)N1CCN(CC1)C(C=C)=O)(F)F